6-amino-7-((1R,2R)-2-(2-hydroxypropan-2-yl)cyclopentyl)-2-methyl-7H-pyrrolo[2,3-d]pyrimidine-5-carbonitrile NC1=C(C2=C(N=C(N=C2)C)N1[C@H]1[C@@H](CCC1)C(C)(C)O)C#N